5-Cholesten-3B-ol C[C@H](CCCC(C)C)[C@H]1CC[C@@H]2[C@@]1(CC[C@H]3[C@H]2CC=C4[C@@]3(CC[C@@H](C4)O)C)C